C(C)(C)(C)OC(=O)N1C[C@H](CC1)[C@@H](C(=O)OC(C)(C)C)CC1=C(C=C(C(=C1)C=O)F)F (R)-3-((S)-1-(tert-butoxy)-3-(2,4-difluoro-5-formylphenyl)-1-oxopropan-2-yl)pyrrolidine-1-carboxylic acid tert-butyl ester